ClC=1C=C(C(=O)N[C@H]2CC23CCN(CC3)C(=O)OCC3=CC=CC=C3)C=C(C1)F benzyl (S)-1-(3-chloro-5-fluorobenzamido)-6-azaspiro[2.5]octane-6-carboxylate